FC(CN1CCN(CC1)C1=NC(=NC(=C1C)N[C@H]1COCC1)C=1C=C(OCC(CNC)O)C=CC1)F 1-(3-(4-(4-(2,2-difluoroethyl)piperazin-1-yl)-5-methyl-6-((R)-tetrahydrofuran-3-ylamino)pyrimidin-2-yl)phenoxy)-3-(methyl-amino)propan-2-ol